ClC1CC(C1)C=1NC=C(N1)CC1=CC=NC=C1 4-((2-(3-chlorocyclobutyl)-1H-imidazol-4-yl)methyl)pyridine